CN(C1[N+](C=CCN1C)(C)CC(=O)O)C 2-dimethylamino-3-methylcarboxymethyl-1-methyl-1,4-dihydropyrimidinium